1-(1-(4-Cyclopropylphenyl)ethyl)-4-(propan-1-yn-1-yl)-1H-indazole-7-carboxylic acid methyl ester COC(=O)C=1C=CC(=C2C=NN(C12)C(C)C1=CC=C(C=C1)C1CC1)C#CC